Cl.BrC=1C=CC(=NC1)N1CC2NC(C1)C2 3-(5-bromo-2-pyridyl)-3,6-diazabicyclo[3.1.1]heptane hydrochloric acid salt